1-(4-(6-fluoro-2,2-dihydroxy-3,4-dihydrobenzo[e][1,2,3]oxathiazin-8-yl)phenyl)ethan-1-one FC=1C=C(C2=C(CNS(O2)(O)O)C1)C1=CC=C(C=C1)C(C)=O